NC=1N=C(SC1C(=O)C1=CC(=NO1)C1=NC=CC=C1)N(C1=CC=C(C=C1)F)C(C(=O)N)C (N-[4-Amino-5-[3-(2-pyridyl)isoxazol-5-carbonyl]thiazol-2-yl]-4-fluoroanilino)propanamid